3-(4-bromophenyl)-2-propen-1-ol BrC1=CC=C(C=C1)C=CCO